2'-O-propyluridine C(CC)O[C@H]1[C@@H](O[C@@H]([C@H]1O)CO)N1C(=O)NC(=O)C=C1